OC1=CC(=C(C(=C1C=O)C)C)OC 6-Hydroxy-4-methoxy-2,3-dimethylbenzaldehyde